D-mannosamine pentaacetate C(C)(=O)O.C(C)(=O)O.C(C)(=O)O.C(C)(=O)O.C(C)(=O)O.OC1[C@@H](N)[C@@H](O)[C@H](O)[C@H](O1)CO